N-[1-[5-[(1s)-1-[tert-butyl(dimethyl)silyl]oxyethyl]-6-(3-cyano-5-methyl-pyrazol-1-yl)-2-pyridyl]benzimidazol-5-yl]-N-(6-methylpyridazin-3-yl)acetamide [Si](C)(C)(C(C)(C)C)O[C@@H](C)C=1C=CC(=NC1N1N=C(C=C1C)C#N)N1C=NC2=C1C=CC(=C2)N(C(C)=O)C=2N=NC(=CC2)C